1-(2,6-dichlorophenyl)-4-((5-(1-ethyl-1H-1,2,4-triazol-5-yl)pyridin-2-yl)amino)-1H-pyrazole-3-carboxamide ClC1=C(C(=CC=C1)Cl)N1N=C(C(=C1)NC1=NC=C(C=C1)C1=NC=NN1CC)C(=O)N